(R)-N-(7-(4-amino-1-(piperidin-3-yl)-1H-pyrazolo[3,4-d]pyrimidin-3-yl)benzo[d][1,3]dioxolan-4-yl)-6-methoxynicotinamide Tri(isoheptyl)-cyclohexan-1,2,4-tripropionat C(CCCC(C)C)OC(CCC1C(CC(CC1)CCC(=O)OCCCCC(C)C)CCC(=O)OCCCCC(C)C)=O.NC1=C2C(=NC=N1)N(N=C2C2=CC=C(C1=C2OCO1)NC(C1=CN=C(C=C1)OC)=O)[C@H]1CNCCC1